CC=1N=CN(C1)C1=CC=C2N(CCN(C2=O)C2CN(CC2)C#N)C1=O 3-(7-(4-Methyl-1H-imidazol-1-yl)-1,6-dioxo-1,3,4,6-tetrahydro-2H-pyrido[1,2-a]pyrazin-2-yl)pyrrolidine-1-carbonitrile